COC1=C(C=C(C=C1)CC=C)OC 1,2-dimethoxy-4-allylbenzene